OCCOC=1C=C(C=2N(C1)N=CC2C#N)C=2C=NC(=CC2)N2CC1N(C(C2)C1)CC1=NC=CC=C1 6-(2-hydroxyethoxy)-4-(6-(6-(pyridin-2-ylmethyl)-3,6-diazabicyclo[3.1.1]heptan-3-yl)pyridin-3-yl)pyrazolo[1,5-a]pyridine-3-carbonitrile